benzyl 2-(2H-tetrazol-5-yl)acetate N=1NN=NC1CC(=O)OCC1=CC=CC=C1